2-((4-Acetamidophenyl)amino)-N-(3-hydroxy-2,6-dimethylphenyl)thiazole-5-carboxamide C(C)(=O)NC1=CC=C(C=C1)NC=1SC(=CN1)C(=O)NC1=C(C(=CC=C1C)O)C